5-(Trans-4-carboxy-4-methylcyclohexyl)-1-methyl-4,5,6,7-tetrahydro-1H-imidazo[4,5-c]pyridine-2-carboxamide C(=O)(O)C1(CCC(CC1)N1CC2=C(CC1)N(C(=N2)C(=O)N)C)C